C[C@H](C=C)OC=1C=C(C=C(C1)C1(CC(C1)OC)C1=NN=CN1C)N1C(C2=CC(=CC(=C2C1)C(F)(F)F)CNC1(CCC1)C)=O 2-(3-((R)-but-3-en-2-yloxy)-5-((1s,3S)-3-methoxy-1-(4-methyl-4H-1,2,4-triazol-3-yl)cyclobutyl)phenyl)-6-(((1-methylcyclobutyl)amino)methyl)-4-(trifluoromethyl)isoindolin-1-one